(trans-3-(4-(quinoxalin-2-yl)-1H-pyrazol-1-yl)cyclobutyl)methylamine N1=C(C=NC2=CC=CC=C12)C=1C=NN(C1)[C@@H]1C[C@H](C1)CN